3-(4-(((tert-butyldimethylsilyl)oxy)methyl)pyridin-2-yl)-N-(1-(2-((4-methoxybenzyl)oxy)phenyl)ethyl)imidazo[1,2-b]pyridazin-6-amine [Si](C)(C)(C(C)(C)C)OCC1=CC(=NC=C1)C1=CN=C2N1N=C(C=C2)NC(C)C2=C(C=CC=C2)OCC2=CC=C(C=C2)OC